ON1[C@@H]2CC[C@H](N(C1=O)C2)C(NC(C2=NC=C(C=C2)C(F)(F)F)=O)=N N-(((2S,5R)-6-hydroxy-7-oxo-1,6-diazabicyclo[3.2.1]octan-2-yl)(imino)methyl)-5-(trifluoromethyl)picolinamide